6-ethoxy-2-methyl-N-{(1R)-1-[2-methyl-3-(trifluoromethyl)phenyl]ethyl}pyrido[3,4-d]pyrimidin-4-amine C(C)OC1=CC2=C(N=C(N=C2N[C@H](C)C2=C(C(=CC=C2)C(F)(F)F)C)C)C=N1